CC=1C=C(C=CC1)C1=NC2=CC=C(C=C2C(=N1)N)N 3-methylphenyl-quinazoline-4,6-diamine